O=N1=CC=CC=2CN(CCC12)C(=O)OC(C)(C)C tert-butyl 1-oxo-7,8-dihydro-5H-1lambda5-1,6-naphthyridine-6-carboxylate